5-hydroxy-1-(4-methoxyphenyl)-1,2,3-triazole-4-carboxylic acid ethyl ester C(C)OC(=O)C=1N=NN(C1O)C1=CC=C(C=C1)OC